OCCN1CCN(CC1)CCNC=C1CCC(CC1)C1=CC=C(C=C1)N1CCOCC1 2-(((2-(4-(2-hydroxyethyl)piperazin-1-yl)ethyl)amino)methylene)-5-(4-(morpholino)phenyl)cyclohexane